N,N'-diethyl-2-methyl-piperazine C(C)N1C(CN(CC1)CC)C